CC1=CC=C2C(=N1)C(=CN2)C(=O)N=[N+]=[N-] 5-methyl-1H-pyrrolo[3,2-b]pyridine-3-carbonyl azide